tert-butyl (2S)-2-[2-(dimethylphosphoryl)phenyl]pyrrolidine-1-carboxylate CP(=O)(C)C1=C(C=CC=C1)[C@H]1N(CCC1)C(=O)OC(C)(C)C